C1(=CC=CC=C1)S(=O)(=O)O.ClC=1C=C(C=C(C1F)Cl)C1(CC(=NO1)C=1C=C2COC3(C2=CC1)CNC3)C(F)(F)F 5'-(5-(3,5-dichloro-4-fluorophenyl)-5-(trifluoromethyl)-4,5-dihydroisoxazol-3-yl)-3'H-spiro[azetidine-3,1'-isobenzofuran] benzenesulfonate